{(S)-15-[(E)-3-(5-Chloro-2-tetrazol-1-yl-phenyl)-acryloylamino]-12-methyl-9-oxo-8,17,19-triaza-tricyclo[14.2.1.02,7]nonadeca-1(18),2,4,6,16(19)-pentaen-5-yl}-carbamic Acid methyl ester COC(NC1=CC=C2C3=CNC(C(CC[C@@H](CCC(NC2=C1)=O)C)NC(\C=C\C1=C(C=CC(=C1)Cl)N1N=NN=C1)=O)=N3)=O